3-(aziridin-1-yl)-3'-methyl-4-pentyl-[1,1'-biphenyl]-2,6-diol N1(CC1)C1=C(C(=C(C=C1CCCCC)O)C1=CC(=CC=C1)C)O